O1CCN(CC1)C1=CC(=NC=2N1N=C(C2)C2=CC=NC=C2)C=O 7-morpholino-2-(pyridin-4-yl)pyrazolo[1,5-a]pyrimidine-5-carbaldehyde